FC1=CC=C(C=C1)N1N=CC=C(C1=O)C(=O)N 2-(4-fluorophenyl)-3-oxo-2,3-dihydropyridazine-4-carboxamide